NC=1N=CC(=NC1OC(C)C1=C(C(=CC=C1Cl)F)Cl)C1=CC=C(C(=O)NCCN2CCOCC2)C=C1 4-{5-amino-6-[1-(2,6-dichloro-3-fluoro-phenyl)-ethoxy]-pyrazin-2-yl}-N-(2-morpholin-4-yl-ethyl)-benzamide